N=1C=C(N2C1C=CC=C2)CC(=O)O 2-(imidazo[1,2-a]pyridine-3-yl)acetic acid